3-hydroxy-2H-[1,3'-bipyridin]-2-one OC=1C(N(C=CC1)C=1C=NC=CC1)=O